NC=1C=C(C=CC1OC)C=1C(=CC=CC1)C(=O)OCC ethyl 3'-amino-4'-methoxy-[1,1'-biphenyl]-2-carboxylate